Cl.C(CC)N1[C@H]2[C@H](OCC1)C1=C(OC2)C=CC(=C1)O (4aR,10bR)-3,4a,4,10b-tetrahydro-4-propyl-2H,5H-[1]benzopyrano-[4,3-b]-1,4-oxazin-9-ol hydrochloride